Cl.Cl.C(=O)(O)COCCN(CCN)CC(=O)O N-carboxymethoxyethyl-N-carboxymethylethylenediamine dihydrochloride